FC1=CC(=C(C=C1C=1CCN(CC1)CC1=CC=C(C=C1)F)NC(=O)C1=CNC(C=C1C(F)(F)F)=O)N1C[C@H](N([C@H](C1)C)C)C N-[4-fluoro-5-[1-[(4-fluorophenyl)methyl]-3,6-dihydro-2H-pyridin-4-yl]-2-[(3R,5S)-3,4,5-trimethylpiperazin-1-yl]phenyl]-6-oxo-4-(trifluoromethyl)-1H-pyridine-3-carboxamide